C(C)C(COCCCOCCCO)CCC 3-(3-((2-ethylpentyl)oxy)propoxy)propan-1-ol